N-[2-cyano-3-(2,3-dihydro-1,4-benzodioxin-6-yl)phenyl]-4,5,6,7-tetrahydropyrazolo[1,5-a]pyrazine-2-carboxamide C(#N)C1=C(C=CC=C1C1=CC2=C(OCCO2)C=C1)NC(=O)C1=NN2C(CNCC2)=C1